3-(1-(6-butyl-3-(4-methoxyphenyl)pyrazin-2-yl)piperidin-4-yl)propanoic acid C(CCC)C1=CN=C(C(=N1)N1CCC(CC1)CCC(=O)O)C1=CC=C(C=C1)OC